NCCNCC(COC1=CC(=C(C=C1)OCC1=CC=C(C=C1)F)OCC1=CC=C(C=C1)F)O 1-((2-aminoethyl)amino)-3-(3,4-bis((4-fluorobenzyl)oxy)phenoxy)propan-2-ol